The molecule is a methyl glycoside that is N-acetyl-alpha-D-galactosaminyl-(1->3)-N-acetyl-beta-D-galactosamine in which the anomeric hydroxy group is replaced by methoxy. It is a methyl glycoside and a disaccharide derivative. CC(=O)N[C@@H]1[C@H]([C@H]([C@H](O[C@@H]1O[C@@H]2[C@H]([C@@H](O[C@@H]([C@@H]2O)CO)OC)NC(=O)C)CO)O)O